[C@H]12N(C[C@H](NC1)C2)C2=CC=C(C=C2)NC=2N=CC=1C(N(C=3N(C1N2)C=CN3)C3=C(C=CC=C3Cl)Cl)=O 2-({4-[(1R,4R)-2,5-diazabicyclo[2.2.1]hept-2-yl]phenyl}amino)-6-(2,6-dichlorophenyl)imidazo[1,2-a]pyrimido[5,4-e]pyrimidin-5(6H)-one